(R)-N-(1-(2,7-dimethyl-3-(methylthio)quinoxalin-5-yl)ethyl)-4-fluoro-2-(methylsulfonyl)aniline CC1=NC2=CC(=CC(=C2N=C1SC)[C@@H](C)NC1=C(C=C(C=C1)F)S(=O)(=O)C)C